C1=CC=C(C=C1)C=CC(=O)C(=O)[C@@H]([C@H]([C@@H]([C@@H](CO)O)O)O)O Cinnamoyl-glucose